ClC=1C=C(NC2=NC=NC3=CC=C(C=C23)C2CN(CCC2)C(C=C)=O)C=CC1OCC1=NC=CC=C1 1-[3-[4-[3-chloro-4-(2-pyridylmethoxy)anilino]quinazolin-6-yl]-1-piperidyl]prop-2-en-1-one